1-(7-(1-(4-chlorobenzyl)piperidin-3-yl)-2-methylpyrazolo[1,5-a]pyrimidin-3-yl)-N-methylmethanamine ClC1=CC=C(CN2CC(CCC2)C2=CC=NC=3N2N=C(C3CNC)C)C=C1